NC=1C=C(C(=NC1)C)C=1N2C(SC1C1=CC(=NC=C1)N1CCOCC1)=C(C=N2)C(=O)N (5-amino-2-methylpyridin-3-yl)-2-(2-morpholinopyridin-4-yl)pyrazolo[5,1-b]thiazole-7-carboxamide